C(C(=C)C)(=O)OCCCCO 1,4-butylene glycol methacrylate